5-(4-((1-((1-(3,3-dimethoxypropyl)-3-(4-(trifluoromethoxy)phenyl)-1H-indol-5-yl)methyl)piperidin-4-yl)methYl)piperazin-1-yl)-2-(2,6-dioxopiperidin-3-yl)isoindoline-1,3-dione COC(CCN1C=C(C2=CC(=CC=C12)CN1CCC(CC1)CN1CCN(CC1)C=1C=C2C(N(C(C2=CC1)=O)C1C(NC(CC1)=O)=O)=O)C1=CC=C(C=C1)OC(F)(F)F)OC